Ethyl N2-((benzyloxy)carbonyl)-N5-(2-(1-benzylpiperidin-4-yl)ethyl)-L-glutaminate C(C1=CC=CC=C1)OC(=O)N[C@@H](CCC(NCCC1CCN(CC1)CC1=CC=CC=C1)=O)C(=O)OCC